tert-Butyl 4-((4-(tert-butyl)-2-sulfamoylphenoxy)methyl)piperidine-1-carboxylate C(C)(C)(C)C1=CC(=C(OCC2CCN(CC2)C(=O)OC(C)(C)C)C=C1)S(N)(=O)=O